ClC=1C=C(C=C(C1)S(=O)(=O)C)NC(=O)C1=CN(C(=C1)C1=NC=C(C=C1)C(F)(F)F)C N-(3-chloro-5-(methylsulfonyl)phenyl)-1-methyl-5-(5-(trifluoromethyl)pyridin-2-yl)-1H-pyrrole-3-carboxamide